ethyl (S)-ethyl-3-methyl-4-oxobutanoate C(C)[C@H](C(=O)OCC)C(C=O)C